2,2'-methylenebis[4,6-bis(1,1-dimethylethyl)phenol] C(C1=C(C(=CC(=C1)C(C)(C)C)C(C)(C)C)O)C1=C(C(=CC(=C1)C(C)(C)C)C(C)(C)C)O